Ammonium Diisononyl Sulfosuccinate S(=O)(=O)(O)C(C(=O)OCCCCCCC(C)C)CC(=O)OCCCCCCC(C)C.[NH4+]